C1(CC1)[C@H](NC(=O)[C@H]1N(C[C@@H](C1)F)C(CC1=CN=NN1)=O)C1=CC(=C(C=C1)C(C)C)F |o1:3| (2S,4R)-N-[(S) or (R)-cyclopropyl[3-fluoro-4-(propan-2-yl)phenyl]methyl]-4-fluoro-1-[2-(1H-1,2,3-triazol-5-yl)acetyl]pyrrolidine-2-carboxamide